N-(2-((4-((4-(4-cyano-6-methylpyrimidin-2-yl)piperazin-1-yl)sulfonyl)phenyl)carbamoyl)phenyl)-N-(methylsulfonyl)glycine C(#N)C1=NC(=NC(=C1)C)N1CCN(CC1)S(=O)(=O)C1=CC=C(C=C1)NC(=O)C1=C(C=CC=C1)N(CC(=O)O)S(=O)(=O)C